ethylenediamine platinum iodide [Pt](I)I.C(CN)N